[NH4+].N[C@@H](CC1=CNC=N1)C(=O)[O-] L-histidine ammonium salt